2-(1-(1-(5-isopropylpyrimidin-2-yl)piperidin-4-yl)ethoxy)-5-(4-(methylsulfonyl)phenyl)thiazolo[5,4-b]pyridin C(C)(C)C=1C=NC(=NC1)N1CCC(CC1)C(C)OC=1SC2=NC(=CC=C2N1)C1=CC=C(C=C1)S(=O)(=O)C